ClC=1C=C(CCNCC(COC2=CC=C(C=C2)N(S(=O)(=O)C)C)(C)O)C=CC1 N-(4-(3-((3-chlorophenethyl)amino)-2-hydroxy-2-methylpropoxy)phenyl)-N-methylmethanesulfonamide